1,3-bis(2,4,6-trimethylphenyl)-4,5-dihydroimidazolium chloride [Cl-].CC1=C(C(=CC(=C1)C)C)N1C=[N+](CC1)C1=C(C=C(C=C1C)C)C